tert-butyl (1S,2R,3R,5R)-3-((6-(4-(1H-imidazol-1-yl)-2-(methoxymethoxy)phenyl)pyridazin-3-yl)(methyl)amino)-2-fluoro-8-azabicyclo[3.2.1]octane-8-carboxylate N1(C=NC=C1)C1=CC(=C(C=C1)C1=CC=C(N=N1)N([C@H]1[C@H]([C@@H]2CC[C@H](C1)N2C(=O)OC(C)(C)C)F)C)OCOC